CC1OC2(C=C1)C=C(CCC2C(C)C)C 2,7-dimethyl-10-(1-methylethyl)-1-oxaspiro[4.5]deca-3,6-diene